1-(cyclopropylamino)-4-(2-fluoro-3-hydroxyphenyl)-6-(trifluoromethyl)-3H-pyrido[1,2-c]pyrimidin-3-one C1(CC1)NC1=NC(C(=C2N1C=CC(=C2)C(F)(F)F)C2=C(C(=CC=C2)O)F)=O